OC1CCC(CC1)O[C@@H](CN1C(N(C(C2=C1SC(=C2C)C=2OC=CN2)=O)C(C(=O)O)(C)C)=O)C2=C(C=CC=C2)OC 2-[1-[(2R)-2-[(4-hydroxycyclohexyl)oxy]-2-(2-methoxyphenyl)ethyl]-5-methyl-6-(1,3-oxazol-2-yl)-2,4-dioxo-1H,2H,3H,4H-thieno[2,3-d]pyrimidin-3-yl]-2-methylpropionic acid